BrC1=CC=C(C=C1)C1=NOC(=N1)C=1C=C2C(=NC1)OC([C@@H]([C@H]2O)O)(C)C (3R,4S)-6-(3-(4-bromophenyl)-1,2,4-oxadiazol-5-yl)-2,2-dimethyl-3,4-dihydro-2H-pyrano[2,3-b]pyridine-3,4-diol